C(C1=CC=CC=C1)[N+]1=CN(C2=C1C(=C(C=C2)C)C)CC2=CC=CC=C2 1,3-dibenzyl-6,7-dimethylbenzimidazolium